C(/C1=CC=CC=C1)=C/1\C(NC(C1)=O)=O (E)-3-benzylidenepyrrolidine-2,5-dione